1-[(3-methoxypyrrolidin-3-yl)methyl]-3,3-dimethyl-pyrrolidine COC1(CNCC1)CN1CC(CC1)(C)C